C(C)(C)(C)OC(=O)N1C(C2(C1)CCNCC2)C2=NC=NC=C2I (5-iodopyrimidin-4-yl)-2,7-diazaspiro[3.5]nonane-2-carboxylic acid tert-butyl ester